α-fluoroacrylic acid pentafluoroethoxyethyl ester FC(C(F)(F)F)(OCCOC(C(=C)F)=O)F